FC([C@@H]1CC2=C(NC3=CC=CC=C23)[C@H](N1C[C@@H](C(=O)O)C)C1=C(C(=CC=C1F)OCCNCCCF)C)F (S)-3-((1R,3S)-3-(difluoromethyl)-1-(6-fluoro-3-(2-((3-fluoropropyl)amino)ethoxy)-2-methylphenyl)-1,3,4,9-tetrahydro-2H-pyrido[3,4-b]indol-2-yl)-2-methylpropionic acid